C(CC)B(OC(C)C)CCC di(n-propyl)(isopropoxy)borane